3-amino-5-benzoyl-6-methylbenzene-1,2,4-tricarboxylate NC1=C(C(=C(C(=C1C(=O)[O-])C(C1=CC=CC=C1)=O)C)C(=O)[O-])C(=O)[O-]